2-((S)-2-((R)-1-((2S,3R)-3-hydroxy-2-(6-phenylpicolinamido)butanamido)-3-methylbutyl)-4-(methylcarbamoyl)-6-oxo-1,3,2-dioxaborinan-4-yl)acetic acid O[C@@H]([C@@H](C(=O)N[C@@H](CC(C)C)B1OC(C[C@](O1)(C(NC)=O)CC(=O)O)=O)NC(C1=NC(=CC=C1)C1=CC=CC=C1)=O)C